1-(6Z,9Z,12Z-octadecatrienoyl)-2-(4Z,7Z,10Z,13Z,16Z,19Z-docosahexaenoyl)-glycero-3-phosphoserine CCCCC/C=C\C/C=C\C/C=C\CCCCC(=O)OC[C@H](COP(=O)(O)OC[C@@H](C(=O)O)N)OC(=O)CC/C=C\C/C=C\C/C=C\C/C=C\C/C=C\C/C=C\CC